C1(CCCC1)N1C(=CC2=C1N=C(N=C2)NC2=CC=C(C=N2)N2CCN(CC2)C2CCN(CC2)C(=O)OCCCC)C(N(C)C)=O butyl 4-[4-[6-[[7-cyclopentyl-6-(dimethylcarbamoyl)pyrrolo-[2,3-d]pyrimidin-2-yl]amino]-3-pyridyl]piperazin-1-yl]piperidine-1-carboxylate